3-methacryloxy-propyl(trimethoxy)silane C(C(=C)C)(=O)OCCC[Si](OC)(OC)OC